glutamine propyl ester C(CC)OC([C@@H](N)CCC(N)=O)=O